C(CCCC)CCCCCOC(=S)S.ClC1=CC=C2C(=N1)CN(C2)C(C)=O 1-(2-chloro-5,7-dihydropyrrolo[3,4-b]pyridin-6-yl)ethanone amyl-amyl-xanthate